CN(C=CC(=O)C=1C=NC=CC1)C 3-(dimethylamino)-1-(pyridin-3-yl)prop-2-en-1-one